1-{4-[4-({2-[(6-methoxy-2-methyl-1,2,3,4-tetrahydro-isoquinolin-7-yl)amino]-quinazolin-7-yl}oxy)phenyl]piperazin-1-yl}ethan-1-one COC=1C=C2CCN(CC2=CC1NC1=NC2=CC(=CC=C2C=N1)OC1=CC=C(C=C1)N1CCN(CC1)C(C)=O)C